(+)-(R,Z)-ethyl 2-(2-((2-(((tert-butylsulfinyl)imino)methyl)-7-iodobenzofuran-5-yl)methoxy)phenyl)acetate C(C)(C)(C)[S@@](=O)\N=C/C=1OC2=C(C1)C=C(C=C2I)COC2=C(C=CC=C2)CC(=O)OCC